7-Bicyclo[1.1.1]pentanylmethoxy-3-hydroxy-6-methoxy-1-oxo-isochroman-5-carbaldehyde C12(CC(C1)C2)COC=2C(=C(C=1CC(OC(C1C2)=O)O)C=O)OC